N-[(1H-indol-6-yl)methyl]-7-(trifluoromethyl)quinoxalin-2-amine N1C=CC2=CC=C(C=C12)CNC1=NC2=CC(=CC=C2N=C1)C(F)(F)F